BrC1=CC=2C(=NC=C(C2Cl)C(=O)OCC)S1 ethyl 2-bromo-4-chlorothieno[2,3-b]pyridine-5-carboxylate